C1(=CC=C(C=C1)N(C1=CC=2C3(C4=CC=CC=C4C2C=C1)C1=CC=CC=C1C=1C=CC=CC13)C1=CC=C(C=C1)C=1C=CC=3N(C2=CC=CC=C2C3C1)C1=CC=CC=C1)C1=CC=CC=C1 N-(biphenyl-4-yl)-N-[4-(9-phenyl-9H-carbazol-3-yl)phenyl]-9,9'-spirobi(9H-fluorene)-2-amine